FC=1C(=C(C=CC1)N1C(SC=C1C=1C=C(C(=O)NCCCCC=2SC=CC2)C=CC1)=O)OC 3-(3-(3-fluoro-2-methoxyphenyl)-4-thiazolinonyl)-N-(4-(thiophen-2-yl)butyl)benzamide